2-azido-1-(4-bromophenyl)-2-fluoroethane-1-one N(=[N+]=[N-])C(C(=O)C1=CC=C(C=C1)Br)F